(Sa)-6-(4-Fluoro-1-(4-(trifluoromethoxy)benzyl)-1H-indol-7-carboxamido)spiro[3.3]heptan FC1=C2C=CN(C2=C(C=C1)C(=O)NC1CC2(CCC2)C1)CC1=CC=C(C=C1)OC(F)(F)F